Cl.ClC=1N=C(N2N=C(N=CC21)N[C@H]2[C@@H](CNCC2)O)C(C)C (3R,4R)-4-({5-chloro-7-isopropylimidazo[4,3-f][1,2,4]triazin-2-yl}amino)piperidin-3-ol hydrochloride